iron aluminum cobalt oxide [Co]=O.[Al].[Fe]